FC1=CC=C(C=C1)C(N1CCN(CC1)C1=C(C(=NC2=CC=CC=C12)Cl)[N+](=O)[O-])C1=CC=C(C=C1)F 4-{4-[Bis(4-fluorophenyl)methyl]piperazin-1-yl}-2-chloro-3-nitroquinoline